C(C1=CC=CC=C1)N(C1CCC(CC1)C1(CC1)O)CC1=CC=CC=C1 1-((1r,4r)-4-(dibenzylamino)cyclohexyl)cyclopropane-1-ol